ClC=1C(=CC(=C(C(=O)NC2=CC(=NC=C2)C2(CC2)S(=O)(C)=NC(OCC2=CC=CC=C2)=O)C1)N1CCC(CCC1)(F)F)C(F)(F)F Benzyl ((1-(4-(5-chloro-2-(4,4-difluoroazepan-1-yl)-4-(trifluoromethyl)benzamido)pyridin-2-yl)cyclopropyl)(methyl)(oxo)-λ6-sulfanylidene)carbamate